N-(5-(((2S,4R)-2-methyl-4-(thieno[3,2-b]pyridin-7-yloxy)pyrrolidin-1-yl)methyl)thiazol-2-yl)acetamide C[C@@H]1N(C[C@@H](C1)OC1=C2C(=NC=C1)C=CS2)CC2=CN=C(S2)NC(C)=O